triethanolamine myristate salt C(CCCCCCCCCCCCC)(=O)O.N(CCO)(CCO)CCO